C12C(C3CC(CC(C1)C3)C2)CC(=O)NC2=CC3=C(NC(=N3)[C@H](C)C3=CC=CC=C3)C=C2 2-(2-adamantyl)-N-[2-[(1R)-1-phenylethyl]-1H-benzimidazol-5-yl]acetamide